C(C)C=1C(=CC=C2C=C(C=C(C12)C1=C(C=2N=C(N=C(C2C=N1)N1C[C@@](CCC1)(O)C)OCC1(CC1)CN1CCCC1)F)O[Si](C(C)C)(C(C)C)C(C)C)F (3R)-1-[7-(8-ethyl-7-fluoro-3-triisopropylsilyloxy-1-naphthyl)-8-fluoro-2-[[1-(pyrrolidin-1-ylmethyl)cyclopropyl]methoxy]pyrido[4,3-d]pyrimidin-4-yl]-3-methyl-piperidin-3-ol